3-(2-[4-(2,4-Diamino-6-ethylpyrimidin-5-yloxy)butoxy]phenyl)-N-hydroxypropanamide hydrochloride Cl.NC1=NC(=C(C(=N1)N)OCCCCOC1=C(C=CC=C1)CCC(=O)NO)CC